N1(CCCCC1)C1=NC=CC(=C1)CNCC1=CC=C(C=C1)C N-[[2-(1-piperidyl)-4-pyridyl]methyl]-1-(p-tolyl)methanamin